COC1=C(C=CC(=C1)OC)CN(S(=O)(=O)C1=C(C=C(C=C1F)N1CC(CCC1)(CCC1=CC(=C(C=C1)C)C(F)(F)F)N(C)C)F)C1=NC=NC=C1 N-[(2,4-Dimethoxyphenyl)methyl]-4-[3-(dimethylamino)-3-[2-[4-methyl-3-(trifluoromethyl)phenyl]ethyl]-1-piperidyl]-2,6-difluoro-N-pyrimidin-4-yl-benzenesulfonamide